CNC(=O)[C@@H]1C[C@@H](CCC1)NC1=NC=C(C(=N1)OC1COC1)C(F)(F)F (1S,3R)-N-methyl-3-[[4-(oxetan-3-yloxy)-5-(trifluoromethyl)pyrimidin-2-yl]amino]cyclohexanecarboxamide